COC(CN1C2CN(CC1C2)C2=CC(=CC=C2)B2OC(C(O2)(C)C)(C)C)OC 6-(2,2-dimethoxyethyl)-3-[3-(4,4,5,5-tetramethyl-1,3,2-dioxaborolan-2-yl)phenyl]-3,6-diazabicyclo[3.1.1]heptane